C(C)(C)(C)OC(=O)N1C(C=CCC1)C1=C(C=C(C(=C1)F)Br)F (4-bromo-2,5-difluorophenyl)-5,6-dihydropyridine-1(2H)-carboxylic acid tert-butyl ester